FC1(CCN(CC1)C(=O)OC(C)(C)C)C=1N=NN(C1)[C@H]1CO[C@@H](CC1)C1=NN=C(N1C)COC1=CC(=CC=C1)C(C)C tert-Butyl 4-fluoro-4-{1-[(3R,6S)-6-(4-methyl-5-{[3-(propan-2-yl)phenoxy]methyl}-4H-1,2,4-triazol-3-yl)tetrahydro-2H-pyran-3-yl]-1H-1,2,3-triazol-4-yl}piperidine-1-carboxylate